4-(4-(4-aminothiophene-2-yl)phenoxy)butyronitrile NC=1C=C(SC1)C1=CC=C(OCCCC#N)C=C1